BrC1=NN(C(C2=CC=C(C=C12)N(C)C)=O)CC(=O)NC1=NC=C(C=N1)F 2-[4-bromo-6-(dimethylamino)-1-oxophthalazin-2-yl]-N-(5-fluoropyrimidin-2-yl)acetamide